CN1CCN(CC1)C1=NC=C(C=N1)C(=C)C1=CC=2NC3=CC=CC=C3SC2C=C1 2-(1-(2-(4-Methylpiperazin-1-yl)pyrimidin-5-yl)vinyl)-10H-phenothiazine